N1(CCCCC1)C(=O)C=1C=NN2C1C=CC=C2C=2C=CC(=NC2)C(=O)NC=2C=NC=CC2 5-(3-(piperidine-1-carbonyl)pyrazolo[1,5-a]pyridin-7-yl)-N-(pyridin-3-yl)picolinamide